benzyl 1-(4-bromophenyl)-2,2,2-trifluoroethylcarbamate BrC1=CC=C(C=C1)C(C(F)(F)F)NC(OCC1=CC=CC=C1)=O